3-bromo-1,1-difluoropropane BrCCC(F)F